2-(benzoxazol-2-yl)benzoic acid O1C(=NC2=C1C=CC=C2)C2=C(C(=O)O)C=CC=C2